(2-chloropyrimidin-4-yl)-8-fluoro-2-methyl-imidazo[1,2-a]pyridine ClC1=NC=CC(=N1)C1=C(N=C2N1C=CC=C2F)C